C(C)[C@@H]1N(C[C@H](N(C1)C(C=1N=C(SC1)C(F)(F)F)C1=CC=C(C=C1)F)CC)C=1C2=C(N(C(N1)=O)C)C=CC(=N2)C#N 4-((2S,5R)-2,5-diethyl-4-((4-fluorophenyl)(2-(trifluoromethyl)thiazol-4-yl)methyl)piperazin-1-yl)-1-methyl-2-oxo-1,2-dihydropyrido[3,2-d]pyrimidine-6-carbonitrile